(1R,2S)-(2-acetoxy-3,5,5-trimethyl-3-cyclopentenyl)methyl-carboxylate C(C)(=O)O[C@H]1[C@@H](C(C=C1C)(C)C)CC(=O)[O-]